4-(3-bromopropyloxy)benzonitrile BrCCCOC1=CC=C(C#N)C=C1